bis(3,4-dimethylbenzyl)sorbitol CC=1C=C(CC(O)([C@H](O)[C@@H](O)[C@H](O)[C@H](O)CO)CC2=CC(=C(C=C2)C)C)C=CC1C